2-(5-bromo-2H-indazol-2-yl)-5-(hydroxymethyl)benzonitrile BrC1=CC2=CN(N=C2C=C1)C1=C(C#N)C=C(C=C1)CO